O1ONC=C1 di-oxazole